CC1(CCN(CC1)C1=CC=C(C=C1)N1N=C(C2=CC(=C(C(=C12)F)O)F)OC)C 1-(4-(4,4-Dimethylpiperidin-1-yl)phenyl)-5,7-difluoro-3-methoxy-1H-indazol-6-ol